C(C#CC)(=O)N1[C@@H](CC1)COC=1C=NC=CC1N1C=C(C=2C(NCCC21)=O)NC2=C(C(=CC=C2)F)OC (3-{[(2S)-1-(but-2-ynoyl)azetidin-2-yl]methoxy}pyridin-4-yl)-3-[(3-fluoro-2-methoxyphenyl)amino]-1H,5H,6H,7H-pyrrolo[3,2-c]pyridin-4-one